isopropyl (S)-6-diazo-2-((S)-2-(furan-3-yl)-2-hydroxyacetamido)-5-oxohexanoate [N+](=[N-])=CC(CC[C@@H](C(=O)OC(C)C)NC([C@@H](O)C1=COC=C1)=O)=O